3'-(4-phenyl-6-(spiro[fluoren-9,9'-xanthen]-2'-yl)-1,3,5-triazin-2-yl)-[1,1'-biphenyl]-4-carbonitrile C1(=CC=CC=C1)C1=NC(=NC(=N1)C1=CC=2C3(C4=CC=CC=C4OC2C=C1)C1=CC=CC=C1C=1C=CC=CC13)C=1C=C(C=CC1)C1=CC=C(C=C1)C#N